1-Cyclopropyl-4-(4-(cyclopropylmethyl)-2,6-dihydroxyphenyl)-7-fluoro-5-methylindolin-2-one C1(CC1)N1C(CC2=C(C(=CC(=C12)F)C)C1=C(C=C(C=C1O)CC1CC1)O)=O